C(C=C)(=O)OCCOC(=O)C1=C(C(=O)O)C=CC=C1 2-((2-(acryloyloxy)ethoxy)carbonyl)benzoic acid